N1C(=CC2=CC=CC=C12)C(=O)N1[C@@H](CC(C1)(C)C)C(=O)N[C@H](C=O)C[C@H]1C(NCC1)=O (S)-1-(1H-Indole-2-carbonyl)-4,4-dimethyl-N-((S)-1-oxo-3-((S)-2-oxopyrrolidin-3-yl)propan-2-yl)pyrrolidine-2-carboxamid